octylbutoxymagnesium C(CCCCCCC)[Mg]OCCCC